(E)-2-(4-(dimethylamino)cyclohexyl)-5-(2-ethoxyvinyl)-4-fluoro-2,7-dimethyl-2,3-dihydrobenzofuran-6-carboxylic acid methyl ester COC(=O)C1=C(C2=C(CC(O2)(C)C2CCC(CC2)N(C)C)C(=C1\C=C\OCC)F)C